C(C)(C)(C)OC(=O)NCCCC[C@@H](C(=O)OC)N(S(=O)(=O)C1=C(C=CC=C1)[N+](=O)[O-])CCCCCCNC(=O)OC(C)(C)C methyl (2S)-6-[(tert-butoxycarbonyl)amino]-2-(N-{6-[(tert-butoxycarbonyl)amino]hexyl}-2-nitrobenzenesulfonamido)hexanoate